sodium D-gluconic acid O=C([C@H](O)[C@@H](O)[C@H](O)[C@H](O)CO)O.[Na]